3,3',4,4'-biphenyltetracarboxylic dianhydride C1=CC2=C(C=C1C3=CC4=C(C=C3)C(=O)OC4=O)C(=O)OC2=O